C(C)OC(NC(NC1=NC=C(C=C1)OC1CC1)=S)=O N-[(5-Cyclopropoxypyridin-2-yl)thiocarbamoyl]carbamic acid ethyl ester